BrC1=C2C=CNC2=CC=C1 (E)-4-bromo-1H-indole